C(C)(C)(C)OC(=O)N1C[C@@H](CC1)[C@@H](C(=O)OC(C)(C)C)CC1=CC(=CC=C1)OCCN (3S)-3-[(2S)-3-[3-(2-aminoethoxy)phenyl]-1-(tert-butoxy)-1-oxopropane-2-yl]pyrrolidine-1-carboxylic acid tert-butyl ester